C(CCCCCCCCC#CCCC)(=O)O 10-tetradecynic acid